(S)-1-((6-cyano-5-(trifluoromethyl)pyridin-3-yl)amino)-3-(4-cyanophenoxy)-2-methyl-1-oxopropane-2-yl propionate C(CC)(=O)O[C@](C(=O)NC=1C=NC(=C(C1)C(F)(F)F)C#N)(COC1=CC=C(C=C1)C#N)C